C(C)N1CCC(CC1)(C#N)CCO 1-ethyl-4-(2-hydroxyethyl)piperidine-4-carbonitrile